ClC1=CC=C2C(=CC=NC2=C1)N[C@H](C(=O)N[C@H](C(=O)N(C)OC)CC=1N=CN(C1)C(C1=CC=CC=C1)(C1=CC=CC=C1)C1=CC=CC=C1)CC(C)C (S)-2-((7-chloroquinolin-4-yl)amino)-N-((S)-1-(methoxy(methyl)amino)-1-oxo-3-(1-trityl-1H-imidazol-4-yl)propan-2-yl)-4-methylpentanamide